ClC=1C=C(C=C(C1)Cl)C=1OC2=C(N1)C=CC(=C2)C(=O)OCCCC2=NC=CC=N2 3-(pyrimidin-2-yl)propyl 2-(3,5-dichlorophenyl)benzo[d]oxazole-6-carboxylate